C(C1=CC=CC=C1)N(C(C1=CC=C(C=C1)CN1CCN(CC1)CC(=O)NO)=O)C N-benzyl-4-((4-(2-(hydroxyamino)-2-oxoethyl)piperazin-1-yl)methyl)-N-methylbenzamide